5-[(2E)-3-(4-methoxyphenyl)prop-2-enoyl]-6-hydroxy-1,3-dimethyl-2-methylidene-1,2,3,4-tetrahydropyrimidin-4-one COC1=CC=C(C=C1)/C=C/C(=O)C=1C(N(C(N(C1O)C)=C)C)=O